4-acetyl-6,7-difluoroisoquinolin-1(2H)-one C(C)(=O)C1=CNC(C2=CC(=C(C=C12)F)F)=O